4,6-dichloro-2-propylthio-5-nitropyrimidine ClC1=NC(=NC(=C1[N+](=O)[O-])Cl)SCCC